butyl-phosphine C(CCC)P